1-(3-trifluoromethylphenyl)sulfonyl-piperazine FC(C=1C=C(C=CC1)S(=O)(=O)N1CCNCC1)(F)F